ClC=1C=C(NC2(CCC3(C(=CC4=CC=CC=C34)CCCC3=CC=C(C=C3)OC)CC2)C(=O)O)C=CC1 (1r,4r)-4-(3-Chloroanilino)-2'-[3-(4-methoxyphenyl)propyl]spiro[cyclohexane-1,1'-indene]-4-carboxylic acid